NC1=C(C(=CC=C1Br)C)C(O)C1=C(C=CC=C1)Cl (2-amino-3-bromo-6-methylphenyl)(2-chlorophenyl)methanol